BrC=1C=C(C(=NC1)N1C[C@@H](OCC1)C)C (2S)-4-(5-bromo-3-methyl-2-pyridinyl)-2-methyl-morpholine